androsta-5,16-dien C[C@@]12C=CC[C@H]1[C@@H]1CC=C3CCCC[C@]3(C)[C@H]1CC2